3-oxobut-1-yn O=C(C#C)C